C12OCC(C1)(C2)C2=NC(=CC(=N2)NC2=C(C=NC(=C2)NC(C)=O)C2=NC=C(C=C2)F)C N-(4'-((2-(2-oxabicyclo[2.1.1]hexan-4-yl)-6-methylpyrimidin-4-yl)amino)-5-fluoro-[2,3'-bipyridin]-6'-yl)acetamide